(S)-2-((6-(dimethylamino)pyrimidin-4-yl)amino)-4-((2-((5-fluoropyridin-3-yl)oxy)ethyl)(4-(5,6,7,8-tetrahydro-1,8-naphthyridin-2-yl)butyl)amino)butanoic acid CN(C1=CC(=NC=N1)N[C@H](C(=O)O)CCN(CCCCC1=NC=2NCCCC2C=C1)CCOC=1C=NC=C(C1)F)C